NC1=NC=CC(=C1F)CC=1C(=C(C(=C(C(=O)NOCC#CC2CC2)C1)NC1=C(C=C(C=C1)I)F)F)F 5-((2-amino-3-fluoropyridin-4-yl)methyl)-N-((3-cyclopropylprop-2-yn-1-yl)oxy)-3,4-difluoro-2-((2-fluoro-4-iodophenyl)amino)benzamide